2-(2-((7-(3-(aminomethyl)phenyl)-5-(((cyclopropylmethyl)amino)methyl)benzofuran-2-yl)methoxy)phenyl)acetic acid NCC=1C=C(C=CC1)C1=CC(=CC=2C=C(OC21)COC2=C(C=CC=C2)CC(=O)O)CNCC2CC2